6-Chloro-3-((4-hydroxy-1-((R)-4,4,4-trifluoro-3-phenylbutanoyl)piperidin-4-yl)methyl)-7-(4-((3R,6S)-6-methylmorpholin-3-yl)phenyl)-3,7-dihydro-4H-pyrrolo[2,3-d]pyrimidin-4-one ClC1=CC2=C(N=CN(C2=O)CC2(CCN(CC2)C(C[C@@H](C(F)(F)F)C2=CC=CC=C2)=O)O)N1C1=CC=C(C=C1)[C@H]1NC[C@@H](OC1)C